1-(4-(2-(3-fluorophenethyl)-5,6,7,8-tetrahydrobenzo[4,5]thieno[2,3-d]pyrimidin-4-yl)piperazin-1-yl)prop-2-en-1-one FC=1C=C(CCC=2N=C(C3=C(N2)SC2=C3CCCC2)N2CCN(CC2)C(C=C)=O)C=CC1